N-(5-chloro-6-(2H-1,2,3-triazol-2-yl)pyridin-3-yl)-1-(3-fluoroquinolin-5-yl)-5-(trifluoromethyl)-1H-pyrazole-4-carboxamide ClC=1C=C(C=NC1N1N=CC=N1)NC(=O)C=1C=NN(C1C(F)(F)F)C1=C2C=C(C=NC2=CC=C1)F